2-iodo-1-((2-(trimethylsilyl)ethoxy)methyl)-1H-pyrrolo[2,3-b]pyridin-4-amine IC1=CC2=C(N=CC=C2N)N1COCC[Si](C)(C)C